[N-]=C=O.[N-]=C=O.CC1=C(C=CC=C1)CC methylethylbenzene diisocyanate